calcium oxysulfide O=S.[Ca]